FC1=CC2=C(N(C([C@H](CS2)NC(OC(C)(C)C)=O)=O)CC2=CC=C(C=C2)OC(C)C)C=C1/C(/N)=N/O tert-butyl N-[(3R)-8-fluoro-7-[(Z)-N'-hydroxycarbamimidoyl]-5-[(4-isopropoxyphenyl)methyl]-4-oxo-2,3-dihydro-1,5-benzothiazepin-3-yl]carbamate